4-bromo-β-piperidinyl-propiophenone hydrochloride Cl.BrC1CCN(CC1)CCC(=O)C1=CC=CC=C1